((2S,3R,4R,5R)-5-(6-benzamido-9H-purin-9-yl)-4-((tert-butyldimethylsilyl)oxy)-3-(tritylamino)tetrahydrofuran-2-yl)methyl (2-cyanoethyl) diisopropylphosphoramidite C(C)(C)N(P(OC[C@H]1O[C@H]([C@@H]([C@@H]1NC(C1=CC=CC=C1)(C1=CC=CC=C1)C1=CC=CC=C1)O[Si](C)(C)C(C)(C)C)N1C2=NC=NC(=C2N=C1)NC(C1=CC=CC=C1)=O)OCCC#N)C(C)C